7-(7-chloro-3-oxo-2,3-dihydro-1H-inden-5-yl)-3-((1-(4,4-difluoro-3-(3-fluoro-1H-pyrazol-1-yl)butyryl)-4-hydroxypiperidin-4-yl)methyl)thieno[3,4-d]pyrimidin-4(3H)-one ClC=1C=C(C=C2C(CCC12)=O)C=1SC=C2C1N=CN(C2=O)CC2(CCN(CC2)C(CC(C(F)F)N2N=C(C=C2)F)=O)O